tert-butyl 4-(3-(2,4-dioxotetrahydropyrimidin-1(2H)-yl)-5-fluoro-1-methyl-1H-indazol-6-yl)-3,3-difluoro-3,6-dihydropyridine-1(2H)-carboxylate O=C1N(CCC(N1)=O)C1=NN(C2=CC(=C(C=C12)F)C=1C(CN(CC1)C(=O)OC(C)(C)C)(F)F)C